2-methyl-cyclopentadiene manganese [Mn].CC1=CCC=C1